NC1=NC=NN2C1=C(C=C2C=2C=C(C(=NC2)OC)C(=O)N[C@@H]2CN(C[C@@H]2F)C(C(C)(C)O)=O)CN2CCC(CC2)(F)F 5-{4-amino-5-[(4,4-difluoropiperidin-1-yl)methyl]pyrrolo[2,1-f][1,2,4]triazin-7-yl}-N-[(3R,4S)-4-fluoro-1-(2-hydroxy-2-methylpropanoyl)pyrrolidin-3-yl]-2-methoxypyridine-3-carboxamide